N-[5-[4-[[5-[(3R)-1-methylpyrrolidin-3-yl]oxypyrimidin-2-yl]amino]cyclohexoxy]-7-morpholino-1,6-naphthyridin-3-yl]methanesulfonamide CN1C[C@@H](CC1)OC=1C=NC(=NC1)NC1CCC(CC1)OC1=C2C=C(C=NC2=CC(=N1)N1CCOCC1)NS(=O)(=O)C